N-(5-ethyl-1-methyl-1H-pyrazol-4-yl)-7-methoxy-2-(tetrahydro-2H-pyran-4-yl)imidazo[1,2-a]pyridine-6-carboxamide C(C)C1=C(C=NN1C)NC(=O)C=1C(=CC=2N(C1)C=C(N2)C2CCOCC2)OC